4-propoxymethoxy-1-methylbutylmagnesium chloride C(CC)OCOCCCC(C)[Mg]Cl